CC1(C2CN(CC12)C[C@@H](C)NC(OC(C)(C)C)=O)C tert-Butyl ((2R)-1-(6,6-dimethyl-3-azabicyclo[3.1.0]hexan-3-yl)propan-2-yl)carbamate